NC1=NC=2C=CC(=CC2C2=C1C=NN2C)C(=O)N(N(C)C(=O)C2CC2)C([2H])([2H])C2=C(C=C(C=C2)C(F)(F)F)F 4-amino-N'-(cyclopropanecarbonyl)-N-((2-fluoro-4-(trifluoromethyl)phenyl)methyl-d2)-N',1-dimethyl-1H-pyrazolo[4,3-c]quinoline-8-carbohydrazide